N1=C(N=CC=C1)[C@H](C)C1=NC2=CC=C(C=C2C=C1)C(=O)N (1R)-1-(2-pyrimidinyl)ethyl-6-quinolinecarboxamide